C(C)(C)(C)OC(=O)N(C1=NN(C2=CC=C(C=C12)C1=CC(=CC=C1)NC(C=C)=O)C(=O)OC(C)(C)C)C Tert-butyl 3-[tert-butoxycarbonyl (methyl) amino]-5-[3-(prop-2-enoylamino) phenyl]indazole-1-carboxylate